FC=1C=C2CC(COC2=CC1)C(=O)C1=CN(C2=CC(=CC=C12)C=1C=NNC1)CCO (6-Fluorochroman-3-yl)-[1-(2-hydroxyethyl)-6-(1H-pyrazol-4-yl)indol-3-yl]methanone